6-bromo-5-chlorothiazolo[4,5-b]pyridine-2-thiol BrC=1C=C2C(=NC1Cl)N=C(S2)S